C(C)(C)(C)C=1NN2C(=CC(C=C2C)=O)C1 2-(Tert-butyl)-7-methyl-5-oxopyrazolo[1,5-a]pyridin